C(C=C)(=O)N[C@@H]1[C@@H](CCC1)NC(=O)C=1SC=2N=CC=C3N(C(NC1C23)=O)C2=C(C=C(C=C2)O[C@H]2COCC2)C N-((1R,2S)-2-Acrylamidocyclopentyl)-5-(2-methyl-4-(((R)-tetrahydrofuran-3-yl)oxy)phenyl)-4-oxo-4,5-dihydro-3H-1-thia-3,5,8-triazaacenaphthylene-2-carboxamide